BrC1=C(C(=CC=C1)CCl)C 1-bromo-3-(chloromethyl)-2-methylbenzene